6-bromonicotinonitrile BrC1=NC=C(C#N)C=C1